(3,4-dimethylpyrazole) Glycolate C(CO)(=O)O.CC1=NNC=C1C